1-(1h-imidazol-1-yl)-3,3-dimethyl-2-butanone N1(C=NC=C1)CC(C(C)(C)C)=O